(E)-N-(5-(3-(1-((5-Cyclopropyl-1H-pyrazol-3-yl)amino)-1-oxopropan-2-yl)phenyl)pyridin-2-yl)-4-(3-fluoropyrrolidin-1-yl)but-2-enamid C1(CC1)C1=CC(=NN1)NC(C(C)C=1C=C(C=CC1)C=1C=CC(=NC1)NC(\C=C\CN1CC(CC1)F)=O)=O